butan-1,3-dien-1-yl-2-methoxypropionate C(=CC=C)OC(C(C)OC)=O